tert-butyl (2S,6R)-4-((S)-11-chloro-3-(5-fluoropyridin-3-yl)-6-oxo-10-(trifluoromethyl)-3,4-dihydro-2H,6H-[1,4]thiazepino[2,3,4-ij]quinazolin-8-yl)-2,6-dimethylpiperazine-1-carboxylate ClC1=C(C=C2C(=NC(N3C2=C1SC[C@H](C3)C=3C=NC=C(C3)F)=O)N3C[C@@H](N([C@@H](C3)C)C(=O)OC(C)(C)C)C)C(F)(F)F